OCCOC1=C(C2=CC=C(C=C2C=C1)C=1SC=CC1)C1=C(C=CC2=CC(=CC=C12)C=1SC=CC1)OCCO 2,2'-bis(2-hydroxyethoxy)-6,6'-bis(2-thienyl)-1,1'-binaphthyl